(S)-5-hydroxy-3,3-dimethylpiperidine-1-carboxylic acid tert-butyl ester C(C)(C)(C)OC(=O)N1CC(C[C@@H](C1)O)(C)C